NC1=NC(=NN2C1=NC=C2CC=2C=C(C(=NC2)N2CCN(CC2)C(CNC)=O)C)O[C@@H](C)CCC (S)-1-(4-(5-((4-amino-2-(pentan-2-yloxy)imidazo[2,1-f][1,2,4]triazin-7-yl)methyl)-3-methylpyridin-2-yl)piperazin-1-yl)-2-(methylamino)ethan-1-one